[3-(2,6-Dimethyl-4-prop-1-ynyl-phenyl)-2,4-dioxo-spiro[5.5]undec-9-yl]ammonium hydrochloride Cl.CC1=C(C(=CC(=C1)C#CC)C)C1C(CC2(CC1=O)CCC(CC2)[NH3+])=O